C(C)[C@@]1(CC(=NO1)C1[C@H]2CN(C[C@@H]12)C(=O)C=1N=CN(C1)C(C)C)C {(1R,5S,6r)-6-[(5R)-5-ethyl-5-methyl-4,5-dihydro-1,2-oxazol-3-yl]-3-azabicyclo[3.1.0]hex-3-yl}(1-isopropyl-1H-imidazol-4-yl)methanone